N-((1R,2R)-2-Aminocyclopentyl)-4-oxo-5-(6-phenoxypyridin-3-yl)-4,5-dihydro-3H-1-thia-3,5,8-triazaacenaphthylene-2-carboxamide N[C@H]1[C@@H](CCC1)NC(=O)C=1SC=2N=CC=C3N(C(NC1C23)=O)C=2C=NC(=CC2)OC2=CC=CC=C2